tert-butyl 4-{2-[2-(4-{[2-(4-cyclopropyl-6-methoxypyrimidin-5-yl)-7-oxopyrido[2,3-d]pyrimidin-8-yl]methyl}phenyl)-4-(trifluoromethyl)imidazol-1-yl]ethyl}piperazine-1-carboxylate C1(CC1)C1=NC=NC(=C1C=1N=CC2=C(N1)N(C(C=C2)=O)CC2=CC=C(C=C2)C=2N(C=C(N2)C(F)(F)F)CCN2CCN(CC2)C(=O)OC(C)(C)C)OC